1-(furan-2-yl)pent-4-en-1-one O1C(=CC=C1)C(CCC=C)=O